(E)-5-(3-methylbut-1-yn-1-yl)-1-(tetrahydro-2H-pyran-2-yl)-1H-indazole-6-carbaldehyde oxime CC(C#CC=1C=C2C=NN(C2=CC1/C=N/O)C1OCCCC1)C